CCCCCCNCCN 6-hexylethylenediamine